4-((3-(4-(((3R,4R)-3-fluoro-1-((R)-2-hydroxy-3-methoxypropyl)piperidin-4-yl)amino)-1-(2,2,2-trifluoroethyl)-1H-indol-2-yl)prop-2-yn-1-yl)amino)-3-methoxybenzoic acid F[C@@H]1CN(CC[C@H]1NC1=C2C=C(N(C2=CC=C1)CC(F)(F)F)C#CCNC1=C(C=C(C(=O)O)C=C1)OC)C[C@H](COC)O